4-((R)-2-methylazepan-1-yl)-5,7-dihydro-6H-pyrrolo[3,4-d]pyrimidine-6-carboxylate C[C@H]1N(CCCCC1)C=1C2=C(N=CN1)CN(C2)C(=O)[O-]